N-acetyl-D-alanine C[C@H](C(=O)O)NC(=O)C